2,4,6-trimethyl-benzoyl-ethoxyphenyl-phosphorus oxide CC1=C(C(=O)P(C2=CC=CC=C2)(OCC)=O)C(=CC(=C1)C)C